(3aR,5R,6aS)-2-(3,5-difluoro-4-hydroxyphenethyl)-5-phenoxyhexahydrocyclopenta[c]pyrrol-3a(1H)-ol FC=1C=C(CCN2C[C@H]3[C@@](C2)(C[C@@H](C3)OC3=CC=CC=C3)O)C=C(C1O)F